NC1=CC=C(C=C1)C1=NN(C(=C1C(N)=O)NC1=CC(=NC=C1)OCCCCC(=O)OC(C)(C)C)C(C)(C)C tert-butyl 5-[(4-{[3-(4-aminophenyl)-1-tert-butyl-4-carbamoyl-1H-pyrazol-5-yl]amino} pyridin-2-yl)oxy]pentanoate